3-(pyridin-2-yl)-1,5-di-p-tolylpentane-1,5-dione N1=C(C=CC=C1)C(CC(=O)C1=CC=C(C=C1)C)CC(=O)C1=CC=C(C=C1)C